CC(CC(=O)OC1=CC2=C(NC(=N2)S(=O)CC2=NC=C(C(=C2C)OC)C)C=C1)(C)C 2-(((4-Methoxy-3,5-Dimethylpyridin-2-yl) Methyl)sulfinyl)-1H-Benzo[d]imidazol-5-yl 3,3-Dimethylbutanoat